N-{(3R)-1-[(4S)-7-(3,5-dimethylisoxazol-4-yl)-4-pyridin-2-yl-4,5-dihydroimidazo[1,5,4-de][1,4]benzoxazin-2-yl]pyrrolidin-3-yl}-2-methoxyacetamide CC1=NOC(=C1C1=CC=C2C=3N([C@H](COC31)C3=NC=CC=C3)C(=N2)N2C[C@@H](CC2)NC(COC)=O)C